C1(CCCCCC1)OCC=O 2-(CYCLOHEPTYLOXY)ACETALDEHYDE